N1C(=CC=2C=NC=CC21)CNC(CN2C(=NC=C(C2=O)NC(=O)C=2OC(=CN2)C2=CC=CC=C2)C2=CC=CC=C2)=O N-(1-(2-(((1H-pyrrolo[3,2-c]pyridin-2-yl)methyl)amino)-2-oxoethyl)-6-oxo-2-phenyl-1,6-dihydropyrimidin-5-yl)-5-phenyloxazole-2-carboxamide